[Zn].[B].[Mn] manganese-boron-zinc